C(C)(=O)NC1=C(C=CC=C1)C1=NC(=NN1)CNC(C1=C(C=CC=C1)OC(F)(F)F)=O N-((5-(2-acetamidophenyl)-1H-1,2,4-triazol-3-yl)methyl)-2-(trifluoromethoxy)benzamide